C1CCC2=C(C=3CCCC3C=C12)NC(=O)NS(=O)(=O)\C=C\CN(S(=O)(=O)C)C (E)-N-((1,2,3,5,6,7-hexahydro-s-indacen-4-yl)carbamoyl)-3-(N-methylmethanesulfonamido)prop-1-ene-1-sulfonamide